C(CCCCCC)OC(CCC(C)(C)C)=O 4,4-dimethylpentanoic acid heptyl ester